(S)-N-(8-fluoro-5-(4-methoxybenzyl)-4-oxo-2,3,4,5-tetrahydropyrido[3,2-b][1,4]oxazepin-3-yl)-4-(2-fluorophenyl)-5-(methyl-d3)pyrimidine-2-carboxamide FC1=CC=2OC[C@@H](C(N(C2N=C1)CC1=CC=C(C=C1)OC)=O)NC(=O)C1=NC=C(C(=N1)C1=C(C=CC=C1)F)C([2H])([2H])[2H]